boron di(resorcinol) C1(O)=CC(O)=CC=C1.C1(O)=CC(O)=CC=C1.[B]